3-acetyl-7-(3,5-dichlorophenyl)-N-[(4S)-3,4-dihydro-2H-1-benzopyran-4-yl]thieno[3,2-C]pyridine-2-carboxamide C(C)(=O)C1=C(SC2=C1C=NC=C2C2=CC(=CC(=C2)Cl)Cl)C(=O)N[C@H]2CCOC1=C2C=CC=C1